(6R,7aS)-6-fluoro-1-methylenetetrahydro-1H-pyrrolizin F[C@H]1CN2CCC(C2=C1)=C